Cl.C1(=CC=CC=C1)S(=O)(=O)O benzenesulfonic acid, hydrochloride